ClCCCC1=CC=C(C=C1)OC(F)(F)F 1-chloro-3-[4-(trifluoromethoxy)phenyl]propan